Cl.FC1=C(C=CC(=C1)F)N1CCNCC1 1-(2,4-difluorophenyl)piperazine hydrochloride